4-(3-(2,6-bis(benzyloxy)pyridin-3-yl)-5-fluoro-1-methyl-1H-indazol-6-yl)piperazine-1-carboxylic acid tert-butyl ester C(C)(C)(C)OC(=O)N1CCN(CC1)C1=C(C=C2C(=NN(C2=C1)C)C=1C(=NC(=CC1)OCC1=CC=CC=C1)OCC1=CC=CC=C1)F